FC1=C(OC2=C(C=C(C=C2)NS(=O)(=O)CC)C2=CC(=[N+](C(=C2)C(O)C)[O-])C)C=CC(=C1)F 4-(2-(2,4-difluorophenoxy)-5-(ethylsulfonamido)phenyl)-2-methyl-6-(oxaprop-2-yl)pyridine 1-oxide